N-[[6-[(2-chlorophenyl)methyl-methyl-amino]-2-pyridyl]sulfonyl]-2-(2,2,4-trimethylpyrrolidin-1-yl)pyridine-3-carboxamide ClC1=C(C=CC=C1)CN(C1=CC=CC(=N1)S(=O)(=O)NC(=O)C=1C(=NC=CC1)N1C(CC(C1)C)(C)C)C